ClC1=CC(=C(N=N1)C=C)C 6-chloro-4-methyl-3-vinylpyridazine